tert-butyl (2-fluoro-3-methoxy-6-(3-(trifluoromethyl)-1H-1,2,4-triazol-1-yl)benzyl)carbamate FC1=C(CNC(OC(C)(C)C)=O)C(=CC=C1OC)N1N=C(N=C1)C(F)(F)F